3-[3-(methanesulfonyl)phenyl]-5-(4,4,5,5-tetramethyl-1,3,2-dioxaborolan-2-yl)pyridin-2-amine CS(=O)(=O)C=1C=C(C=CC1)C=1C(=NC=C(C1)B1OC(C(O1)(C)C)(C)C)N